3-fluoro-bicyclo[1.1.1]pentan FC12CC(C1)C2